methyl 3-((tert-butoxycarbonyl) amino)-2-(4-ethynylbenzamido)-3-methylbutyrate C(C)(C)(C)OC(=O)NC(C(C(=O)OC)NC(C1=CC=C(C=C1)C#C)=O)(C)C